2,4-dichlorophenyl-hydrazine hydrochloride Cl.ClC1=C(C=CC(=C1)Cl)NN